C1(CC1)C(=O)NC1=CC(=C(N=N1)C(=O)NC([2H])([2H])[2H])NC1=C(C(=CC=C1)C1=NC=C(C=N1)N1C(OCC1)=O)OC 6-(cyclopropanecarboxamido)-4-((2-methoxy-3-(5-(2-oxooxazolidin-3-yl)pyrimidin-2-yl)phenyl)amino)-N-(methyl-d3)pyridazine-3-carboxamide